bismuth oxide yttrium [Y].[Bi]=O